ClC1=C2CC(CC2=CC=C1Cl)NC=1C=CC(=NC1)[C@@H](C(F)(F)F)N(C(=O)[C@@H]1CNC(C1)=O)C (3S)-N-((1S)-1-(5-((4,5-Dichloro-2,3-dihydro-1H-inden-2-yl)amino)pyridin-2-yl)-2,2,2-trifluoroethyl)-N-methyl-5-oxopyrrolidine-3-carboxamide